C1(CC1)NCC1=NC(=CC2=C1N=C(N=C2)N[C@H]2[C@H](COC2)NC(C=C)=O)C2=C(C(=CC(=C2Cl)OC)OC)Cl N-((3R,4S)-4-((8-((cyclopropylamino)methyl)-6-(2,6-dichloro-3,5-dimethoxyphenyl)pyrido[3,4-d]pyrimidin-2-yl)amino)tetrahydrofuran-3-yl)acrylamide